C1(CCC1)COC1=CC=NC2=CC=C(C=C12)OC(C)C 4-(cyclobutylmethoxy)-6-(propan-2-yloxy)quinoline